(S)-ethyl 2-(4-(3-(3-bromo-2-methylphenoxy)propyl)-2-(trifluoromethyl)piperazin-1-yl)acetate BrC=1C(=C(OCCCN2C[C@H](N(CC2)CC(=O)OCC)C(F)(F)F)C=CC1)C